Henicosan-11-one CCCCCCCCCCC(CCCCCCCCCC)=O